2-amino-N-isopropyl-5-(2-methyl-4-(2-(quinolin-5-yl)acetamido)phenyl)nicotinamide NC1=C(C(=O)NC(C)C)C=C(C=N1)C1=C(C=C(C=C1)NC(CC1=C2C=CC=NC2=CC=C1)=O)C